[Na+].OC1=CC=C(C=C1)C(C)(C1=CC=C(C=C1)O)C1=CC=C(OCCCCS(=O)(=O)[O-])C=C1 4-(4-(1,1-bis(4-hydroxyphenyl)ethyl)phenoxy)butane-1-sulfonic acid sodium salt